methyl 1-cyclopropyl-2-oxo-5-vinyl-1,2-dihydropyridine-3-carboxylate C1(CC1)N1C(C(=CC(=C1)C=C)C(=O)OC)=O